3,5-di-tert-butyl-4-hydroxy-phenyl-propionic acid octyl ester C(CCCCCCC)OC(C(C)C1=CC(=C(C(=C1)C(C)(C)C)O)C(C)(C)C)=O